C(C)(C)(C)C1=C(C(=CC(=C1)C(C)CC)C(C)(C)C)O 2,6-di-tert-butyl-4-sec-butyl-phenol